CN(CC(=O)O)S(=O)(=O)C1=CC=C(C=C1)S(=O)(=O)Cl.ClC=1C=C(OC2=C(C=C(C=C2S(N)(=O)=O)NC(CC2=CC(=CC=C2)C)=O)F)C=CC1 N-[4-(3-chlorophenoxy)-3-fluoro-5-sulfamoylphenyl]-2-(3-methylphenyl)acetamide methyl-((4-(chlorosulfonyl)phenyl)sulfonyl)glycinate